FC=1C=CC(=C(C(=O)O)C1)C1=NC=NC=C1 5-fluoro-2-(pyrimidin-4-yl)benzoic acid